N-benzyl-8-bromo-7-methylimidazo[1,5-a]quinoxalin-4-amine C(C1=CC=CC=C1)NC=1C=2N(C3=CC(=C(C=C3N1)C)Br)C=NC2